N-(3-chloro-2-methoxyphenyl)-4-{[(3-{[(2R)-oxetan-2-yl]methoxy}pyridin-4-yl)methyl]amino}-2-oxo-1,2,5,6-tetrahydropyridine-3-carbothioamide ClC=1C(=C(C=CC1)NC(=S)C=1C(NCCC1NCC1=C(C=NC=C1)OC[C@@H]1OCC1)=O)OC